5-methyl-1,3,4-thiadiazole potassium [K].CC1=NN=CS1